FC=1C(=C(C=CC1F)[C@@H]1[C@@H](O[C@@]([C@@H]1C)(C(F)(F)F)C)C(=O)NC1=NC=CC(=C1)C(=O)N)OC 2-[[(2R,3r,4r,5s)-3-(3,4-difluoro-2-methoxy-phenyl)-4,5-dimethyl-5-(trifluoromethyl)tetrahydrofuran-2-carbonyl]amino]pyridine-4-carboxamide